2,5-dichloro-N-(2-hydroxyphenyl)benzamide C1=CC=C(C(=C1)NC(=O)C2=C(C=CC(=C2)Cl)Cl)O